ClC=1C=C(C=CC1F)NC(N(C1=CC=C(C=C1)OC)CC1=NN=C(N1C)C)=O (3-chloro-4-fluorophenyl)-1-((4,5-dimethyl-4H-1,2,4-triazol-3-yl)methyl)-1-(4-methoxyphenyl)urea